2-(Cyclopropylmethoxy)-4-(p-tolylsulfonyloxy)butanoic acid methyl ester COC(C(CCOS(=O)(=O)C1=CC=C(C=C1)C)OCC1CC1)=O